6'-(ethane-1,2-diylbis(5-carbamoyl-4-methoxy-1H-benzo[d]imidazole-1,2-diyl))bis(3-ethylbenzoic acid) C(CN1C(=NC2=C1C=CC(=C2OC)C(N)=O)C2=C(C(=O)O)C=CC=C2CC)N2C(=NC1=C2C=CC(=C1OC)C(N)=O)C1=C(C(=O)O)C=CC=C1CC